C(C)(C)C1=CN=C2N1N=C(C=C2NC2CCN(CC2)C(=O)O[C@@H]2CNCC2)C (S)-pyrrolidin-3-yl 4-((3-isopropyl-6-methylimidazo[1,2-b]pyridazin-8-yl)amino)piperidine-1-carboxylate